COC1=CC=C(C=C1)C1=CC(=NO1)C1=CC=C(C=C1)NS(=O)(=O)C1=CC=C(C=C1)C N-(4-(5-(4-methoxyphenyl)isoxazol-3-yl)phenyl)-4-methylbenzenesulfonamide